COC(C1=CC(=C(C=C1)O)OC)OC 4-dimethoxymethyl-2-methoxy-phenol